C(C)(C)(C)OC(=O)N1C=CNC=C1 pyrazine-4(1H)-carboxylic acid tert-butyl ester